NC=1C=2N(C=CN1)C(=NC2C)[C@@H](C)C=2C(=C(C(=O)NCC1COCCC1)C(=C(C2)Cl)F)OC(C)C 3-((S)-1-(8-amino-1-methylimidazo[1,5-a]pyrazin-3-yl)ethyl)-5-chloro-6-fluoro-2-isopropoxy-N-((tetrahydro-2H-pyran-3-yl)methyl)benzamide